C(C1=CC=CC=C1)N1CC(C2(CC1)COC1=C3CN(C(C3=CC=C12)=O)C1C(NC(CC1)=O)=O)F 3-(1'-benzyl-3'-fluoro-6-oxo-6,8-dihydro-2H,7H-spiro[furo[2,3-e]isoindole-3,4'-piperidin]-7-yl)piperidine-2,6-dione